CN(C1(COC1)CC=1SC2=C(N1)C=C(C=C2)C2=NC[C@H](CC2)C)C (S)-N,N-dimethyl-3-((5-(5-methyl-3,4,5,6-tetrahydropyridin-2-yl)benzo[d]thiazol-2-yl)methyl)oxetan-3-amine